methyl 3-aminopropionate NCCC(=O)OC